NC1=C(C2=NC(=CC(=C2N1)C)C(F)(F)F)C#N 2-amino-7-methyl-5-(trifluoromethyl)-1H-pyrrolo[3,2-b]pyridine-3-carbonitrile